C[SiH](OCCCOC)C(C1=CC=CC=C1)O methyl-(hydroxybenzyl)methoxypropoxysilane